Cl.CC1(CC2OCC[C@@H](C(N2[C@@H]1C(=O)NC1=C(C=CC=C1)C1=NC=CC=N1)=O)NC([C@H](C)NC)=O)C (4S,7S)-8,8-dimethyl-4-((S)-2-(methylamino)propanamido)-5-oxo-N-(2-(pyrimidin-2-yl)phenyl)octahydropyrrolo[2,1-b][1,3]oxazepine-7-carboxamide hydrochloride